3-hydroxy-4-hydroxypyrimidine ON1CN=CC=C1O